C1(CCC(N1OC(=O)C1=CC=C(C(C)SSC2=NC=CC=C2)C=C1)=O)=O 4-succinimidyloxycarbonyl-α-methyl-(2-pyridyldithio)toluene